(S)-1-(4-cyanopyridin-2-yl)-N-((S)-1-((3,3-difluorocyclobutyl)carbamoyl)-2,3-dihydro-1H-inden-1-yl)-5-oxo-N-phenylpyrrole-2-carboxamide C(#N)C1=CC(=NC=C1)N1[C@@H](C=CC1=O)C(=O)N(C1=CC=CC=C1)[C@]1(CCC2=CC=CC=C12)C(NC1CC(C1)(F)F)=O